CS=C(C#CC(C)(C)N(C)CCOCC1=CC=CC=C1)[O-] S-Methyl-4-[2-benzyloxyethyl(methyl)amino]-4-methyl-pent-2-ynethioat